6-(aziridin-1-yl)-1H-indazole N1(CC1)C1=CC=C2C=NNC2=C1